ClC=1C(=C(C(=CC1N1CC(CC1)(CO)C#N)F)S(=O)(=O)N(CC1=CC=C(C=C1)OC)C1=NC(=CC=C1)F)F 3-chloro-4-(3-cyano-3-(hydroxymethyl)pyrrolidin-1-yl)-2,6-difluoro-N-(6-fluoropyridin-2-yl)-N-(4-methoxybenzyl)benzenesulfonamide